2-[2-(propan-2-yl)phenyl]pyrimidin-5-ol CC(C)C1=C(C=CC=C1)C1=NC=C(C=N1)O